N1(N=CC=C1)C1=NC=CC(=C1)CNC(=O)N[C@H]1[C@@H]2CC[C@H](C1)C2 |r| 1-[(2-pyrazol-1-ylpyridin-4-yl)methyl]-3-[rac-(1R,2R,4S)-2-bicyclo[2.2.1]heptanyl]urea